(S)-2-(adamantane-1-carboxamido)-6-(2-oxopiperidin-1-yl)hexanoic acid C12(CC3CC(CC(C1)C3)C2)C(=O)N[C@H](C(=O)O)CCCCN2C(CCCC2)=O